(R)-N-(4-(9-methyl-3,9-diazaspiro[5.5]undecane-3-yl)phenyl)-6-(3-phenylisoxazolidin-2-yl)pyrimidin-4-amine CN1CCC2(CCN(CC2)C2=CC=C(C=C2)NC2=NC=NC(=C2)N2OCC[C@@H]2C2=CC=CC=C2)CC1